cis-9-Icosenoic acid C(CCCCCCC\C=C/CCCCCCCCCC)(=O)O